N1CC2(C=3C1=NC=C(C3)C=3C(=C(C=CC3)N3C(COCC3)=O)F)CC2 4-(3-(1',2'-Dihydrospiro[cyclopropane-1,3'-pyrrolo[2,3-b]pyridin]-5'-yl)-2-fluorophenyl)morpholin-3-one